[Cl-].C(CCCCCCC\C=C/CCCCCCCC)OC(C[N+](C)(C)C)COCCCCCCCC\C=C/CCCCCCCC (2,3-dioleoxypropyl)trimethylAmmonium chloride